methyl 3-chloro-6-(((1-methylcyclopropyl)amino)methyl)imidazo[1,2-a]pyridine-8-carboxylate ClC1=CN=C2N1C=C(C=C2C(=O)OC)CNC2(CC2)C